Cl[SiH]1C[Si](CCC1)(CCC)CCC 1-chloro-3,3-dipropyl-1,3-disilacyclohexane